ClC1=NN=C2N1C1=CC=CC=C1C(=N2)N(C)C2=CC(=CC=C2)C=2C=NC=C(C2)C2CC2 chloro-N-(3-(5-cyclopropylpyridin-3-yl)phenyl)-N-methyl-[1,2,4]triazolo[4,3-a]quinazolin-5-amine